(2S,4R)-N-[(2-chloro-6-imidazol-1-yl-phenyl)methyl]-1-[(2S)-2-(4-cyclopropyltriazol-1-yl)-3,3-dimethyl-butanoyl]-4-hydroxy-pyrrolidine-2-carboxamide ClC1=C(C(=CC=C1)N1C=NC=C1)CNC(=O)[C@H]1N(C[C@@H](C1)O)C([C@H](C(C)(C)C)N1N=NC(=C1)C1CC1)=O